ClC1=CC=C(C(=C1CN1C(N([C@H](C2=CC=C(C=C12)C(=O)NCC1=C(C=C(C=C1F)F)F)C)C)=O)F)F (S)-1-(6-chloro-2,3-difluorobenzyl)-3,4-dimethyl-2-oxo-N-(2,4,6-trifluorobenzyl)-1,2,3,4-tetrahydro-quinazoline-7-carboxamide